C1(C2C(CCC=C2)O1)O epoxytetrahydrobenzyl alcohol